CC=1C(=NC=CC1)P(C1=C(C=CC=C1)C=CS(=O)(=O)C1=CC=CC=C1)(C1=CC=CC=C1)=O (3-methylpyridin-2-yl)(phenyl)(2-(2-(phenylsulfonyl)ethenyl)phenyl)phosphine oxide